Tert-butyl ((2R,4S)-6-bromo-2-methyl-1,2,3,4-tetrahydroquinolin-4-yl)carbamate BrC=1C=C2[C@H](C[C@H](NC2=CC1)C)NC(OC(C)(C)C)=O